(S)-2-((((9H-fluoren-9-yl)methoxy)carbonyl)amino)-3-(4-(pyrimidin-2-yl)phenyl)propanoic acid C1=CC=CC=2C3=CC=CC=C3C(C12)COC(=O)N[C@H](C(=O)O)CC1=CC=C(C=C1)C1=NC=CC=N1